3-dimethylamino-2-(cholest-5-ene-3β-oxybutane-4-yloxy)-1-(cis,cis-9,12-Octadecadienyloxy)propane CN(CC(COCCCCCCCC\C=C/C\C=C/CCCCC)OC(CCC)O[C@@H]1CC2=CC[C@H]3[C@@H]4CC[C@H]([C@@H](CCCC(C)C)C)[C@]4(CC[C@@H]3[C@]2(CC1)C)C)C